[Si](C)(C)(C(C)(C)C)OCCC(C(=O)N)=C (2-((tert-butyldimethylsilyl)oxy)ethyl)acrylamide